(7-(benzyloxy)-4-chloroquinolin-3-yl)boronic acid C(C1=CC=CC=C1)OC1=CC=C2C(=C(C=NC2=C1)B(O)O)Cl